S1C=C(C=C1)C1(CC1)C=1NC(C2=C(N1)CCNC2)=O 2-(1-(thiophen-3-yl)cyclopropyl)-5,6,7,8-tetrahydropyrido[4,3-d]pyrimidin-4(3H)-one